S1C(=NC2=C1C=CC=C2)C2=CC=CC1=C(C3=CC=CC=C3C(=C21)C2=CC=CC=C2)C2=CC=CC=C2 (benzothiazol-2-yl)-9,10-diphenylanthracene